BrC1=NC(=CC(=C1)C)C1(COCC1)OC 2-bromo-6-(3-methoxytetrahydrofuran-3-yl)-4-methylpyridine